3-[4-[4-[[tert-butyl(dimethyl)silyl]oxymethyl]cyclohexen-1-yl]-3-methyl-2-oxo-benzimidazol-1-yl]piperidine-2,6-dione [Si](C)(C)(C(C)(C)C)OCC1CC=C(CC1)C1=CC=CC=2N(C(N(C21)C)=O)C2C(NC(CC2)=O)=O